N-(benzyl)prop-2-ynamide C(C1=CC=CC=C1)NC(C#C)=O